tert-butyl N-[(3R)-1-[6-(1-aminoethyl)-3-pyridyl]-3-piperidyl]-N-(cyclobutylmethyl)carbamate NC(C)C1=CC=C(C=N1)N1C[C@@H](CCC1)N(C(OC(C)(C)C)=O)CC1CCC1